((R)-1-(1H-indol-3-yl)propan-2-ylamino)-2-fluoro-2-methylpropan-1-ol N1C=C(C2=CC=CC=C12)C[C@@H](C)NC(C(C)(C)F)O